FC(OC1=CC=C(C=C1)C1=C(C(=NC(=N1)OCC(F)(F)F)N)N)F (4-(difluoromethoxy)phenyl)-2-(2,2,2-trifluoroethoxy)pyrimidine-4,5-diamine